C(CCCCCCC)OC=1C=CC=C(C1)O 5-(octyloxy)-phenol